[9-{[2-(4-isopropylphenyl)imidazo[1,2-a]pyrimidin-3-yl]methyl}-3,9-diazabicyclo[4.2.1]non-3-yl](6-methoxypyridin-2-yl)methanone C(C)(C)C1=CC=C(C=C1)C=1N=C2N(C=CC=N2)C1CN1C2CN(CCC1CC2)C(=O)C2=NC(=CC=C2)OC